4-((3-cyanophenyl)thio)-6-(1-(piperidin-4-yl)-1H-pyrazol-4-yl)pyrazolo[1,5-a]pyridine-3-carbonitrile C(#N)C=1C=C(C=CC1)SC=1C=2N(C=C(C1)C=1C=NN(C1)C1CCNCC1)N=CC2C#N